ClC=1C(=NC(=NC1)NC1CCOCC1)C1=CC=C2CN(C(C2=C1)=O)CC(=O)N[C@H]([C@H](C)O)C1=NC(=CC=C1)C 2-(6-{5-chloro-2-[(oxacyclohex-4-yl)amino]pyrimidin-4-yl}-1-oxo-2,3-dihydro-1H-isoindol-2-yl)-N-[(1S,2S)-2-hydroxy-1-(6-methylpyridin-2-yl)propyl]acetamide